C#CC1(CCCCC1)O ethynylcyclohexanol